S1C=CC=2N(C(=CC21)C(=O)O)C(=O)O 4H-thieno[3,2-b]pyrrole-4,5-dicarboxylic acid